N1CC(C1)C#CC1=CC2=C(N=C3N2[C@H]2C4=C(C(N([C@@H]3C2)C([2H])([2H])[2H])=O)C=CC=C4OC(F)F)C=C1 (7R,14R)-11-(azetidin-3-ylethynyl)-1-(difluoromethoxy)-6-(methyl-d3)-6,7-dihydro-7,14-methanobenzo[f]benzo[4,5]imidazo[1,2-a][1,4]diazocin-5(14H)-one